NC=1C=C(C=C2C=C(N=CC12)NC(=O)[C@H]1[C@@H](C1)C#N)C1=C(C=CC=C1C)C#N (1R,2R)-N-(8-amino-6-(2-cyano-6-methylphenyl)isoquinolin-3-yl)-2-cyanocyclopropanecarboxamide